CC1=NC=CC(C1OCC)=O 2-methyl-3-ethoxypyridin-4-one